3,5-dihydroxy-2,4,6-triiodobenzaldehyde OC=1C(=C(C=O)C(=C(C1I)O)I)I